OCCCCCCCCCCCCCCC[N-]CCCCCCCCCCCC hydroxypropyl-dilaurylamide